(R)-N-(1-(1-(4-chlorobenzoyl)-2,3-dihydro-1H-indol-5-yl)ethyl)-4-fluorobenzamide ClC1=CC=C(C(=O)N2CCC3=CC(=CC=C23)[C@@H](C)NC(C2=CC=C(C=C2)F)=O)C=C1